tert-butyl (R)-3-(3-(6-(octylamino)pyridin-3-yl)-1,2,4-oxadiazol-5-yl)pyrrolidine-1-carboxylate C(CCCCCCC)NC1=CC=C(C=N1)C1=NOC(=N1)[C@H]1CN(CC1)C(=O)OC(C)(C)C